6-cyano-1-methyl-2-oxo-1,2-dihydro-1,5-naphthyridin-4-yl triflate O(S(=O)(=O)C(F)(F)F)C1=CC(N(C2=CC=C(N=C12)C#N)C)=O